6-[7-fluoro-2-(4-piperidyl)indazol-5-yl]-2,8-dimethyl-imidazo[1,2-b]pyridazine FC1=CC(=CC2=CN(N=C12)C1CCNCC1)C=1C=C(C=2N(N1)C=C(N2)C)C